nickel lithium nickel manganese oxide [O-2].[Mn+2].[Ni+2].[Li+].[Ni+2]